N,N-dipentyltoluidine C(CCCC)N(C=1C(=CC=CC1)C)CCCCC